ClC=1C(N(N=CC1NC[C@@H]1COCCC1)C1=CC=C(C=C1)OC1CCN(CC1)C1=C(C=CC=C1)C)=O 4-chloro-2-[4-[[1-(o-tolyl)-4-piperidyl]oxy]phenyl]-5-[[(3R)-tetrahydropyran-3-yl]methylamino]pyridazin-3-one